FC(C1=NC2=CC(=NC=C2C=C1)NC1=C(C=C(C=C1)N1N=CC=C1)F)(C1CCN(CC1)C)F 2-[difluoro(1-methylpiperidin-4-yl)methyl]-N-[2-fluoro-4-(pyrazol-1-yl)phenyl]-1,6-naphthyridin-7-amine